(1R,1'S,4R,4'R,Z)-7-oxa-2,2'-spirobi[bicyclo[2.2.1]heptan]-5-en-3'-one oxime [C@H]12C\3(C[C@H](C=C1)O2)[C@H]2CC[C@@H](/C3=N/O)C2